C(C)N(C1=CC=C2C(=C(C(OC2=C1)=O)C=O)OC1=CC=C(COC(=O)N2C3=CC=C(C=C3SC=3C=C(C=CC23)N(C)C)N(C)C)C=C1)CC 4-((7-(diethylamino)-3-formyl-2-oxo-2H-chromen-4-yl)oxy)benzyl-3,7-bis(dimethylamino)-10H-phenothiazine-10-carboxylate